C(C)C1=C(C(=CC(=C1)CC)CC)CC 1,2,3,5-tetraethylbenzene